[OH-].C(C)(C)C1=C(C(=CC=C1)C(C)C)N1C=[N+](C=C1)C1=C(C=CC=C1C(C)C)C(C)C 1,3-bis(2,6-diisopropylphenyl)-1H-imidazol-3-ium hydroxide